[Si](C)(C)(C(C)(C)C)O[C@H](CO)C (2S)-2-[tert-butyl(dimethyl)silyl]oxypropan-1-ol